CS(=O)(=O)O[C@H](CO[Si](C(C)(C)C)(C)C)CNC(OC(C)(C)C)=O (S)-2,2,3,3,11,11-hexamethyl-9-oxo-4,10-dioxa-8-aza-3-siladodecan-6-yl methanesulfonate